ClC1=NC(=C2N=CN(C2=N1)C1=CC=CC=C1)N/N=C/C1=CC(=CC=C1)C (E)-2-chloro-6-(2-(3-methylbenzylidene)hydrazinyl)-9-phenyl-9H-purine